2-(cyclopropylamino)-8-[4-[2-methoxyethyl(methyl)amino]phenyl]-6-(5-methyl-4-prop-2-enoyl-2,3-dihydroquinoxalin-1-yl)pyrido[2,3-d]pyrimidin-7-one C1(CC1)NC=1N=CC2=C(N1)N(C(C(=C2)N2CCN(C1=C(C=CC=C21)C)C(C=C)=O)=O)C2=CC=C(C=C2)N(C)CCOC